FC([C@@H]1CC[C@H](CC1)C(=O)NN)(F)F Trans-4-(trifluoromethyl)cyclohexanecarboxylic acid hydrazide